(7R,14R)-11-(2-(4-aminotetrahydro-2H-pyran-4-yl)pyrimidin-5-yl)-6-(methyl-d3)-1-(prop-1-yn-1-yl)-6,7-dihydro-7,14-methanobenzo[f]benzo[4,5]imidazo[1,2-a][1,4]diazocin-5(14H)-one NC1(CCOCC1)C1=NC=C(C=N1)C1=CC2=C(N=C3N2[C@H]2C4=C(C(N([C@@H]3C2)C([2H])([2H])[2H])=O)C=CC=C4C#CC)C=C1